(S)-N-((S)-4-(benzyloxy)-3-oxo-1-((S)-2-oxopiperidin-3-yl)butan-2-yl)-5-(4-methoxy-1H-indole-2-carbonyl)-5-azaspiro[2.4]Heptane-6-carboxamide C(C1=CC=CC=C1)OCC([C@H](C[C@H]1C(NCCC1)=O)NC(=O)[C@H]1N(CC2(CC2)C1)C(=O)C=1NC2=CC=CC(=C2C1)OC)=O